3-(((5-cyanopyrazin-2-yl)oxy)methyl)bicyclo[1.1.1]Pentane-1-carboxylic acid tert-butyl ester C(C)(C)(C)OC(=O)C12CC(C1)(C2)COC2=NC=C(N=C2)C#N